(3S)-3-{[1-cyclopentyl-5-(2,6-dimethoxyphenyl)-1H-pyrazol-3-yl]formamido}-5-(3,3-difluoropiperidin-1-yl)-N-(1,3-thiazol-2-yl)pentanamide C1(CCCC1)N1N=C(C=C1C1=C(C=CC=C1OC)OC)C(=O)N[C@H](CC(=O)NC=1SC=CN1)CCN1CC(CCC1)(F)F